CN1C(N(CC1)CCO)=O 1-methyl-3-(2-hydroxyethyl)imidazolidone